1-(TERT-BUTOXYCARBONYL)-6-CHLORO-1H-INDOL-2-YLBORONIC ACID C(C)(C)(C)OC(=O)N1C(=CC2=CC=C(C=C12)Cl)B(O)O